C1(=C(C(=C(C(=C1[2H])[2H])[2H])[2H])[2H])N1C2=C(C(=C(C(=C2C2=C(C(=C(C(=C12)[2H])[2H])B(O)O)[2H])[2H])[2H])[2H])[2H] (9-(phenyl-d5)-9H-carbazol-3-yl-1,2,4,5,6,7,8-d7)boronic acid